P-(4-(5-(chlorodifluoromethyl)-1,2,4-oxadiazol-3-yl)phenyl)-N,P-dimethylphosphinic amide ClC(C1=NC(=NO1)C1=CC=C(C=C1)P(NC)(=O)C)(F)F